bis(2,6-di-t-butyl-4-methylphenyl) phosphite P(OC1=C(C=C(C=C1C(C)(C)C)C)C(C)(C)C)(OC1=C(C=C(C=C1C(C)(C)C)C)C(C)(C)C)[O-]